FC=1C=C(C=NC1)[C@H](CNC(C)C)O 2-(((R)-2-(5-fluoropyridin-3-yl)-2-hydroxyethyl)amino)propan